COC1=CC=C(C=C1)C1=CN=C2N1C=CN=C2CC2=CC(=C(C(=O)NCCN1CCN(CC1)C)C=C2)C 4-((3-(4-methoxyphenyl)imidazo[1,2-a]pyrazin-8-yl)methyl)-2-methyl-N-(2-(4-methylpiperazin-1-yl)ethyl)benzamide